C(C=C)(=O)N1C[C@@H](N(C[C@H]1C)C=1C2=C(N(CN1)C1=C(C=C(C=C1)S(=O)(=O)C)C(C)C)N=C(C(=C2)Cl)C2=C(C=CC=C2)F)C 4-((2S,5R)-4-Acryloyl-2,5-dimethylpiperazin-1-yl)-6-chloro-7-(2-fluorophenyl)-1-(2-isopropyl-4-(methylsulfonyl)phenyl)pyrido[2,3-d]pyrimidin